C(CC=CCCCCCCCCCCCCCCC)(=O)O 3-Nonadecenoic acid